FC1=CC=C(C=C1)NC(C(C)C12CC(C1)(C2)NC=2C(=NC=CC2C(F)(F)F)F)=O N-(4-fluorophenyl)-2-(3-{[2-fluoro-4-(trifluoromethyl)pyridin-3-yl]amino}bicyclo[1.1.1]pentan-1-yl)propanamide